N-(3-bromophenyl)-N-((4-cyanobicyclo[2.2.2]oct-1-yl)methyl)-3-fluorobicyclo[1.1.1]pentane-1-carboxamide BrC=1C=C(C=CC1)N(C(=O)C12CC(C1)(C2)F)CC21CCC(CC2)(CC1)C#N